3-(2-chloro-4-(methylsulfonyl)pyrimidin-5-yl)oxabutan-3-ol ClC1=NC=C(C(=N1)S(=O)(=O)C)C(CO)(C)O